C(C)(C)(C)C1C(CCCC1)CCOC([O-])=O 2-tert-Butylcyclohexylethylcarbonat